C12CN(CC(CC1)N2)C2=NC(=C(C=1CN(CCC21)C2=CC=CC1=CC=CC(=C21)Cl)C#N)OC[C@H]2N(CCC2)C 1-(3,8-diazabicyclo[3.2.1]octan-3-yl)-6-(8-chloronaphthalen-1-yl)-3-(((S)-1-methylpyrrolidin-2-yl)methoxy)-5,6,7,8-tetrahydro-2,6-naphthyridine-4-carbonitrile